C(C1=CC=CC=C1)N1N=C(N=C1)C(=O)NC1C(N(C=2N(CC1)C=NC2C)C)=O 1-benzyl-N-(1,9-dimethyl-2-oxo-2,3,4,5-tetrahydro-1H-imidazo[1,5-a][1,3]diazepin-3-yl)-1H-1,2,4-triazole-3-carboxamide